ethylene glycol vinyl ether C(=C)OCCO